C1(=CC=CC=C1)C=1C=C2C=CC(=C(C2=CC1)C1=C(C=CC2=CC(=CC=C12)C1=CC=CC=C1)OC1=CC(=C(C=C1)CO)C1=CC2=CC=CC=C2C=C1)OC1=CC(=C(C=C1)CO)C1=CC2=CC=CC=C2C=C1 [(6,6'-diphenyl[1,1'-binaphthalene]-2,2'-diyl)bis{oxy[2-(naphthalen-2-yl)-4,1-phenylene]}]dimethanol